NC=1C=CC=2C(=CC=CC2)C1 2-aminobenzo[d]benzene